C(C)NC(C(=O)[O-])=O 2-(ethylamino)-2-oxo-acetate